4-(3-vinyl-5,6-dihydroimidazo[1,5-a]pyrazin-7(8H)-yl)pyrido[2,3-d]pyrimidin-2(1H)-one C(=C)C1=NC=C2N1CCN(C2)C=2C1=C(NC(N2)=O)N=CC=C1